COC1=NC=2CC(NC(C2C=C1)=O)C(C)C 2-methoxy-7-(propan-2-yl)-5,6,7,8-tetrahydro-1,6-naphthyridin-5-one